OCCS(=O)(=O)NC1=CC(=C(C=C1)C=1OC(=NN1)C1=NC(=NC(=C1)C)NC(CO)(C)C)N1CCC2(CC2)CC1 2-hydroxy-N-(4-(5-(2-((1-hydroxy-2-methylpropan-2-yl)amino)-6-methylpyrimidin-4-yl)-1,3,4-oxadiazol-2-yl)-3-(6-azaspiro[2.5]octan-6-yl)phenyl)ethane-1-sulfonamide